N-(3-(morpholinomethyl)phenyl)acetamide O1CCN(CC1)CC=1C=C(C=CC1)NC(C)=O